The molecule is a monoalkyl phosphate that is 3,3,4,4,5,5,6,6,7,7,8,8,8-tridecafluorooctan-1-ol in which the hydroxyl hydrogen is substituted by a phosphate group. It has a role as an environmental contaminant and a xenobiotic. It is a monoalkyl phosphate and an organofluorine compound. C(COP(=O)(O)O)C(C(C(C(C(C(F)(F)F)(F)F)(F)F)(F)F)(F)F)(F)F